(2S,5S)-N-(2-(2-chloro-4-fluorophenyl)propan-2-yl)-5-(hydroxymethyl)morpholine-2-carboxamide ClC1=C(C=CC(=C1)F)C(C)(C)NC(=O)[C@@H]1CN[C@H](CO1)CO